4-Amino-1-(4-aminophenyl)-7-cyclopropyl-2-oxo-1,2-dihydro-1,8-naphthyridine-3-carboxylic acid methyl ester COC(=O)C=1C(N(C2=NC(=CC=C2C1N)C1CC1)C1=CC=C(C=C1)N)=O